CC(C[C@@H](C(=O)N1CCC(CC1)COC1=CC=CC=C1)N1C([C@@H](NCC1)CC(C)C)=O)C (S)-1-[(S)-3-Methyl-1-{[4-(phenoxymethyl)-1-piperidyl]carbonyl}butyl]-3-isobutyl-2-piperazinone